Cl.FC(OC1=NC=CC(=C1)C(N)([2H])[2H])F (2-(difluoromethoxy)pyridin-4-yl)(2H2)methanamine hydrochloride